[3-(2H-benzotriazol-2-yl)-4-hydroxy-5-tert-butylphenyl] propanoate C(CC)(=O)OC1=CC(=C(C(=C1)C(C)(C)C)O)N1N=C2C(=N1)C=CC=C2